2-(4,4-dimethyl-1-piperidyl)-8-[1-[2-(1-hydroxy-2,3,1-benzoxazaborinin-6-yl)anilino]ethyl]-3,6-dimethyl-chromen-4-one CC1(CCN(CC1)C=1OC2=C(C=C(C=C2C(C1C)=O)C)C(C)NC1=C(C=CC=C1)C=1C=CC2=C(C=NOB2O)C1)C